1-amino-4-(4-((4-(trifluoromethyl)pyridin-2-yl)carbamoyl)phenyl)-1H-imidazole-5-carboxamide NN1C=NC(=C1C(=O)N)C1=CC=C(C=C1)C(NC1=NC=CC(=C1)C(F)(F)F)=O